N1N=CC=C1C1=CC=CC(=N1)C=1NC(=CN1)C1=CC=C(C=C1)NC(=O)[C@@H]1CNCCC1 (S)-N-(4-(2-(6-(1H-pyrazol-5-yl)pyridin-2-yl)-1H-imidazol-5-yl)phenyl)piperidine-3-carboxamide